biphenyl neopentyl-phosphate C(C(C)(C)C)OP(=O)(O)O.C1(=CC=CC=C1)C1=CC=CC=C1